FC(C=1C=CC(=NC1)OC=1C=C(C=CC1)NC(=S)NC(=O)C=1OC=CC1)(F)F N-[(3-(5-trifluoromethylpyridin-2-yloxy)phenyl)thiocarbamoyl]furan-2-carboxamide